6-Chloro-1-(4-methoxyphenyl)hexan-3-one alpha-aminoadipate NC(C(=O)O)CCCC(=O)O.ClCCCC(CCC1=CC=C(C=C1)OC)=O